FC(C1=NN=C(O1)C=1C=CC(=NC1)CN1N=CC(=C1)C=1C=CC(=NC1)N)F 5-(1-((5-(5-(difluoromethyl)-1,3,4-oxadiazol-2-yl)pyridin-2-yl)methyl)-1H-pyrazol-4-yl)pyridin-2-amine